OC1=C2CN(CC2=CC(=C1CCCO)OC)CCC1=CC=CC=C1 4-hydroxy-5-(3-hydroxypropyl)-6-methoxy-2-phenethylisoindoline